(2r,3s,4s,5r)-3-(3,4-difluoro-2-hydroxyphenyl)-4,5-dimethyl-5-(trifluoromethyl)tetrahydrofuran-2-carboxylic acid methyl ester COC(=O)[C@@H]1O[C@]([C@H]([C@H]1C1=C(C(=C(C=C1)F)F)O)C)(C(F)(F)F)C